C[C@]12CC3(CC(C[C@@](C1)(C3)C)C2)NC(NC2=C(C=C(CNC3CCC(CC3)C(=O)O)C=C2)F)=O (1R,4r)-4-((4-(3-((1r,3R,5S,7r)-3,5-dimethyl-adamantan-1-yl)ureido)-3-fluorobenzyl)amino)cyclohexane-1-carboxylic acid